C(C=C)NC(C1=CC=C(C=C1)OC(F)(F)F)=O N-(prop-2-en-1-yl)-4-(trifluoromethoxy)benzamide